tert-butyl N-[[5-[[2-(tert-butoxycarbonylamino)-5-(2-thienyl)phenyl]carbamoyl]-2-pyridyl]-cyclopropyl-oxo-sulfanylidene]carbamate C(C)(C)(C)OC(=O)NC1=C(C=C(C=C1)C=1SC=CC1)NC(=O)C=1C=CC(=NC1)S(=NC(OC(C)(C)C)=O)(=O)C1CC1